BrC1=CC=C2C3(CC=4C(=NOC4C2=C1)N)CC3C rac-cis-8'-bromo-3-methyl-4'H-spiro[cyclopropane-1,5'-naphtho[2,1-d][1,2]oxazol]-3'-amine